[(1S)-2-benzyloxy-1-methyl-2-oxo-ethyl] (2S)-2-hydroxypropanoate O[C@H](C(=O)O[C@H](C(=O)OCC1=CC=CC=C1)C)C